2,3-dihydroxypropan-2-ylmyristate OC(C)(CO)OC(CCCCCCCCCCCCC)=O